2-(3-(6-chloro-7-fluoro-3-(1H-imidazol-1-yl)-5-methoxy-1-methyl-1H-indol-2-yl)-1H-1,2,4-triazol-5-yl)ethan-1-ol ClC1=C(C=C2C(=C(N(C2=C1F)C)C1=NNC(=N1)CCO)N1C=NC=C1)OC